[C@@H]1(NC[C@H]2[C@@H]1CCC2)C(=O)N[C@H](C(=O)OC)C[C@H]2C(NCC2)=O (S)-methyl 2-((1S,3aR,6aS)-octahydrocyclopenta[c]pyrrole-1-carboxamido)-3-((S)-2-oxopyrrolidin-3-yl)propanoate